1-(3-ethylphenyl)-3-(3-(2-methoxyethyl)-4-oxo-3,4-dihydroquinazolin-6-yl)urea C(C)C=1C=C(C=CC1)NC(=O)NC=1C=C2C(N(C=NC2=CC1)CCOC)=O